(S)-N-(2-(3''-chloro-4''-((2,4-difluorophenyl)methoxy-d2)-5',6''-dimethyl-2,2''-dicarbonyl-2H,2''H-[1,2':4',1''-terpyridine]-3-yl)propan-2-yl)acetamide ClC=1C(N(C(=CC1OC([2H])([2H])C1=C(C=C(C=C1)F)F)C)C1=CC(=NC=C1C)N1C(C(=CC=C1)C(C)(C)NC(C)=O)=C=O)=C=O